N-p-toluenesulfonyl-4-indoleboronic acid CC1=CC=C(C=C1)S(=O)(=O)N1C=CC=2C(=CC=CC12)B(O)O